C(C)(C)(C)OC(=O)C1=CC(=C(COC=2C(=NC=C(C2)C)C#C[C@H]2CN(CCO2)C(=O)OC(C)(C)C)C(=C1)F)F tert-butyl (S)-2-((3-((4-(tert-butoxycarbonyl)-2,6-difluorobenzyl)oxy)-5-methylpyridin-2-yl)ethynyl)morpholine-4-carboxylate